N[C@H](C(=O)O)CCN(C1=CC=CC=C1)C(C)C (S)-2-amino-4-(isopropyl(phenyl)amino)butanoic acid